ClC1=CC=C(C=C1)C=1C=C(C(N(N1)C=1C=NN(C1)C)=O)C(=O)N[C@H](CO)C(C)C 6-(4-chlorophenyl)-N-[(2S)-1-hydroxy-3-methylbut-2-yl]-2-(1-methyl-1H-pyrazol-4-yl)-3-oxo-2,3-dihydropyridazine-4-carboxamide